3-(6-(methylsulfonyl)isoquinolin-4-yl)-2-oxoimidazoline-4-carbonitrile CS(=O)(=O)C=1C=C2C(=CN=CC2=CC1)N1C(NCC1C#N)=O